CN1N=CC(=C1C)COC=1C=C2C=CN=C(C2=CC1)NC=1C=NC(=NC1)C 6-((1,5-dimethyl-1H-pyrazol-4-yl)methoxy)-N-(2-methylpyrimidin-5-yl)isoquinolin-1-amine